1-(4-(1-acetyl-2-methyl-1,2,3,4-tetrahydroquinolin-6-yl)phenyl)-2-(4-(6-(2-aminopyrimidin-5-yl)-8-morpholinoimidazo[1,2-a]pyrazine-2-carbonyl)piperazin-1-yl)ethan-1-one C(C)(=O)N1C(CCC2=CC(=CC=C12)C1=CC=C(C=C1)C(CN1CCN(CC1)C(=O)C=1N=C2N(C=C(N=C2N2CCOCC2)C=2C=NC(=NC2)N)C1)=O)C